The molecule is a 1-acyl-2-alkyl-sn-glycero-3-phosphocholine in which the acyl and alkyl groups at positions 1 and 2 are specified respectively as arachidonoyl and palmityl. It is a 1-acyl-2-alkyl-sn-glycero-3-phosphocholine and an arachidonic acid. CCCCCCCCCCCCCCCCO[C@H](COC(=O)CCC/C=C\\C/C=C\\C/C=C\\C/C=C\\CCCCC)COP(=O)([O-])OCC[N+](C)(C)C